(9S)-7-(4-chlorophenyl)-4,5,13-trimethyl-9-[(2-methyltetrazol-5-yl)methyl]-3-thia-1,8,11,12-tetrazatricyclo[8.3.0.02,6]trideca-2(6),4,7,10,12-pentaene ClC1=CC=C(C=C1)C=1C=2C(=C(SC2N2C(=NN=C2[C@@H](N1)CC=1N=NN(N1)C)C)C)C